FC(OC1=C(C=C(C=C1)OC1=CC=C2CCNCC2=C1)C1=NN(C=C1NC(=O)C=1C=NN2C1N=CC=C2)C2COC2)F N-[3-[2-(difluoromethoxy)-5-(1,2,3,4-tetrahydroisoquinolin-7-yloxy)phenyl]-1-(oxetan-3-yl)pyrazol-4-yl]pyrazolo[1,5-a]pyrimidine-3-carboxamide